5,6,7,8-Tetrahydro-1H-benzo[b]cyclopenta[d]thiophen-3(2H)-one oxime C1CC(C2=C1C1=C(S2)CCCC1)=NO